1,7-dimethyl-8-(methylsulfonyl)-3-((1-phenyl-1H-1,2,3-triazol-5-yl)methyl)-3,7-dihydro-1H-purine-2,6-dione CN1C(N(C=2N=C(N(C2C1=O)C)S(=O)(=O)C)CC1=CN=NN1C1=CC=CC=C1)=O